(4-amino-2-((1-methyl-1H-pyrazol-3-yl)methyl)-7-(pyrimidin-4-yl)-2H-[1,2,3]triazolo[4,5-c]pyridin-6-yl)benzonitrile NC1=NC(=C(C=2C1=NN(N2)CC2=NN(C=C2)C)C2=NC=NC=C2)C2=C(C#N)C=CC=C2